CC1=NC(=CC=C1C(=O)O)NC1=C(C=C(C(=C1)C(C)C)C1CC1)C Methyl-6-[(5-isopropyl-4-cyclopropyl-2-methylphenyl)amino]pyridine-3-carboxylic Acid